ClC1=CC=C(C=C1)N1C(=NC=2N(C(N(C(C12)=O)C)=O)[C@H](C)C1=CC=C(C=N1)S(=O)(=O)N)C=1N(N=CC1)C 6-[(1R)-1-[7-(4-chlorophenyl)-1-methyl-8-(2-methylpyrazol-3-yl)-2,6-dioxopurin-3-yl]ethyl]pyridine-3-sulfonamide